N-((6-(difluoromethyl)-1-(4-(trifluoromethyl)phenyl)-2,3-dihydro-1H-pyrido[2,3-b][1,4]oxazin-3-yl)methyl)acetamide FC(C=1C=CC2=C(OC(CN2C2=CC=C(C=C2)C(F)(F)F)CNC(C)=O)N1)F